(5-chloro-3-fluoropyridin-2-yl)methanamine hydrochloride Cl.ClC=1C=C(C(=NC1)CN)F